α-methyl-4-sec-nonyl-benzyl alcohol CC(C1=CC=C(C=C1)C(C)CCCCCCC)O